NC=1C(=C2C(=NC1C(=O)N)N(C=C2C#N)C2=NC=CC=C2F)C2=C(C(=CC=C2)OC)C 5-amino-3-cyano-1-(3-fluoro-2-pyridyl)-4-(3-methoxy-2-methyl-phenyl)pyrrolo[2,3-b]pyridine-6-carboxamide